N-(5-Chloro-1H-indol-7-yl)-2-((2-hydroxyethyl)(methyl)amino)acetamide ClC=1C=C2C=CNC2=C(C1)NC(CN(C)CCO)=O